methyl N-[5-[6-[(3-fluorophenyl)-[2-(methylamino)-2-oxo-ethyl]carbamoyl] imidazo[1,2-a]pyridin-3-yl]-2-pyridyl]carbamate FC=1C=C(C=CC1)N(C(=O)C=1C=CC=2N(C1)C(=CN2)C=2C=CC(=NC2)NC(OC)=O)CC(=O)NC